N-2-hydroxypropylacrylamide OC(CNC(C=C)=O)C